ClC=1C=C(C=C(C1)Cl)N1[C@@H](CN(CC1)C(=O)OC(C)(C)C)C tert-butyl (3R)-4-(3,5-dichlorophenyl)-3-methyl-piperazine-1-carboxylate